C1(CC1)C=1OC2=C(C1)CCC([C@@H]2NC2=C(C(C2=O)=O)NC2=C(C(=NC=C2)C(=O)N(C)C)O)(C)C (S)-4-((2-((2-cyclopropyl-6,6-dimethyl-4,5,6,7-tetrahydrobenzofuran-7-yl)amino)-3,4-dioxocyclobut-1-en-1-yl)amino)-3-hydroxy-N,N-dimethylpicolinamide